4-(pyridin-2-yl)-1H-pyrazol-3-ol N1=C(C=CC=C1)C=1C(=NNC1)O